3-(2-hydroxyethyl)-1H-cinnolin-4-one OCCC1=NNC2=CC=CC=C2C1=O